C(C)(C)(C)OC(=O)N1CC=2N(CCC1)N=C(C2B(O)O)N(C)C(=O)OC(C)(C)C (5-(tert-butoxycarbonyl)-2-((tert-butoxycarbonyl)(methyl)amino)-5,6,7,8-tetrahydro-4H-pyrazolo[1,5-a][1,4]diazepin-3-yl)boronic acid